CON(C(=O)[C@H]1N=C(SC1)C1=CC=CC=C1)C (R)-N-methoxy-N-methyl-2-phenyl-4,5-dihydrothiazole-4-carboxamide